C(CC)C(C(=O)[O-])(C(=O)[O-])CCC.[Na+].[Na+] sodium dipropylmalonate